Iron ammonium [NH4+].[Fe+2]